NC1=NC=2C=C(C(=CC2C2=C1C=NN2C)C(=O)N2[C@H](COCC2)C2=NC=C(C=C2)C(F)(F)F)F (4-amino-7-fluoro-1-methyl-1H-pyrazolo[4,3-c]quinolin-8-yl)((3S)-3-(5-(trifluoromethyl)-2-pyridinyl)-4-morpholinyl)methanone